[4-[3-(tert-Butoxycarbonylamino)-1-(2-methoxyethyl)pyrazol-4-yl]-2,3-difluoro-phenyl]trifluoromethanesulfonic acid C(C)(C)(C)OC(=O)NC1=NN(C=C1C1=C(C(=C(C=C1)OS(=O)(=O)C(F)(F)F)F)F)CCOC